NC1=NC(=CC(=C1)NC(CCC)CCC)CC1=CC=C(C=C1)C(=O)N1CCNCC1 2-Amino-4-(heptan-4-ylamino)-6-(4-(piperazine-1-carbonyl)benzyl)pyridin